C(C1=CC=CC=C1)OC1=NC(=CC=C1C1=NC(=C(C=C1F)N1C[C@H]([C@H](CC1)N1CCN(CC1)CC1=CC=CC=C1)F)C)OCC1=CC=CC=C1 2',6'-bis(benzyloxy)-5-((3R,4S)-4-(4-benzylpiperazin-1-yl)-3-fluoropiperidin-1-yl)-3-fluoro-6-methyl-2,3'-bipyridine